FC(C([O-])=C1C2CC2CC1=O)(F)F.[Li+] lithium 2,2,2-trifluoro-1-(3-oxobicyclo[3.1.0]hexan-2-ylidene)ethan-1-olate